gamma-heptanolactone C1(CC(CCCC)O1)=O